2-((1H-pyrazol-3-yl)methyl)-6-((6-methoxypyridin-3-yl)sulfonyl)phthalazin-1(2H)-one N1N=C(C=C1)CN1C(C2=CC=C(C=C2C=N1)S(=O)(=O)C=1C=NC(=CC1)OC)=O